COC=1C=C(C=CC1OC)C=1NC2=CC=C(C=C2C1C(C)C)C1CCN(CC1)C(CN1CCN(CC1)C(C)C)=O 1-(4-(2-(3,4-dimethoxyphenyl)-3-isopropyl-1H-indol-5-yl)piperidin-1-yl)-2-(4-isopropylpiperazin-1-yl)ethan-1-one